2-Cyclobutanecarbonyl-6-{[5-methyl-3-(6-methylpyridin-3-yl)-1,2-oxazol-4-yl]methoxy}-1,2,3,4-tetrahydro-2,7-naphthyridine C1(CCC1)C(=O)N1CC2=CN=C(C=C2CC1)OCC=1C(=NOC1C)C=1C=NC(=CC1)C